C[C@H]1N(CCOC1)C=1C=C2C3=C(N(N=C3CCN(C2C)C2COC2)C2=NNC=C2)N1 (3R)-3-methyl-4-(6-methyl-7-(oxetane-3-yl)-2-(1H-pyrazol-3-yl)-6,7,8,9-tetrahydro-2H-1,2,3,7-tetraazabenzo[cd]azulene-4-yl)morpholine